(E)-4-(4-bromo-2-((2-toluenesulfonylhydrazino)methyl)phenyl)piperazine-1-carboxylic acid tert-butyl ester C(C)(C)(C)OC(=O)N1CCN(CC1)C1=C(C=C(C=C1)Br)CNNS(=O)(=O)CC1=CC=CC=C1